C(C)(C)(C)NC(=O)C1=NC=CC(=C1)NC(CC1=C(C=CC(=C1)C(F)(F)F)OC)=O N-tert-butyl-4-[[2-[2-methoxy-5-(trifluoromethyl)phenyl]acetyl]amino]pyridine-2-carboxamide